C(C)C=1C(OC=2C3=C(C=C(C2C1)C(=O)O)C(=CC=C3)OCC3=CC=CC=C3)(C)C Ethyl-7-(benzyloxy)-2,2-dimethyl-2H-benzo[H]chromene-5-carboxylic acid